[N].C1(=CC(=CC=C1)C[C@@H]1N(CC[C@@H]1NS(=O)(=O)C)C(C(C)C)=O)C1=CC=CC=C1 N-(cis-2-(biphenyl-3-ylmethyl)-1-isobutyrylpyrrolidin-3-yl)methanesulfonamide nitrogen